BrC=1C=C(C=CC1)N(C(=O)C12CC(C1)(C2)C(C)(C)O)CC21CCC(CC2)(CC1)C1=NOC(=N1)C(C)(C)F N-(3-bromophenyl)-N-((4-(5-(2-fluoropropan-2-yl)-1,2,4-oxadiazol-3-yl)bicyclo[2.2.2]octan-1-yl)methyl)-3-(2-hydroxypropan-2-yl)bicyclo[1.1.1]pentane-1-carboxamide